CC=1CS(OCCC1)(=O)=O 4-methyl-6,7-dihydro-3H-oxathiepine 2,2-dioxide